CCCCCCCC/C=C\\C/C=C\\C/C=C\\CCCC(=O)O[C@@H](CO)COC(=O)CCCCCCC/C=C\\C/C=C\\C/C=C\\CC The molecule is a 1,2-diacyl-sn-glycerol in which the acyl groups positions 1 and 2 are specified as alpha-linolenoyl and (5Z,8Z,11Z)-icosatrienoyl respectively. It has a role as a human blood serum metabolite. It is a 1,2-diacyl-sn-glycerol and a diacylglycerol 38:6. It derives from a (5Z,8Z,11Z)-icosatrienoic acid and an alpha-linolenic acid.